methyl 4-((tert-butyldiphenylsilyl)oxy)-3-cyanobutanoate [Si](C1=CC=CC=C1)(C1=CC=CC=C1)(C(C)(C)C)OCC(CC(=O)OC)C#N